FC=1C=C(C=NC1)NC=1C2=C(N=CN1)C=CC(=N2)N2[C@@H]1CN([C@H](C2)C1)C(C=C)=O 1-((1S,4S)-5-(4-((5-fluoropyridin-3-yl)amino)pyrido[3,2-d]pyrimidin-6-yl)-2,5-diazabicyclo[2.2.1]heptan-2-yl)prop-2-en-1-one